(S)-2,2-difluoro-2-(3-fluorophenyl)-1-phenylethyl ((S)-4-methyl-1-oxo-1-(((S)-1-oxo-3-((S)-2-oxopyrrolidin-3-yl)propan-2-yl)amino)pentan-2-yl)carbamate CC(C[C@@H](C(N[C@H](C=O)C[C@H]1C(NCC1)=O)=O)NC(O[C@H](C(C1=CC(=CC=C1)F)(F)F)C1=CC=CC=C1)=O)C